ClC=1C=NC(=C2C(C=C(N(C12)C1=C(C=C(C=C1Cl)OCC(C)(C)O)Cl)C)=O)OCCC(=O)NC 3-((8-chloro-1-(2,6-dichloro-4-(2-hydroxy-2-methylpropoxy)phenyl)-2-methyl-4-oxo-1,4-dihydro-1,6-naphthyridin-5-yl)oxy)-N-methylpropanamide